acetyl-4-((4-methoxybenzyl)oxy)-5',6-dimethyl-2H-[1,4'-bipyridin]-2-one C(C)(=O)C=1C(N(C(=CC1OCC1=CC=C(C=C1)OC)C)C1=CC=NC=C1C)=O